COC1=C2C(NC(=NC2=CC(=C1)OC)C1=CC=C(C=C1)N1CCN(CC1)CC1=C(C=CC=C1)C1C(NC(CC1)=O)=O)=O 3-(2-((4-(4-(5,7-dimethoxy-4-oxo-3,4-dihydroquinazolin-2-yl)phenyl)piperazin-1-yl)methyl)phenyl)piperidine-2,6-dione